4-[3-(4-bromophenyl)-5-(6-chloro-2-oxo-4-phenyl-1H-quinolin-3-yl)-3,4-dihydropyrazol-2-yl]-4-oxo-butanoic acid BrC1=CC=C(C=C1)C1N(N=C(C1)C=1C(NC2=CC=C(C=C2C1C1=CC=CC=C1)Cl)=O)C(CCC(=O)O)=O